C1N(CCC12CNCC2)C2=NC=NC=C2OC2=C(C=C(C=C2)F)CC(CC)O (2-((4-(2,7-diazaspiro[4.4]non-2-yl)pyrimidin-5-yl)oxy)-5-fluorophenyl)butan-2-ol